mercapto-propanesulfonate SC(CC)S(=O)(=O)[O-]